(S)-1-(((R)-tert-butylsulfinyl)amino)-6-methoxy-1,3-dihydrospiro[indene-2,4'-piperidine]-1'-carboxylic acid tert-butyl ester C(C)(C)(C)OC(=O)N1CCC2(CC1)[C@@H](C1=CC(=CC=C1C2)OC)N[S@](=O)C(C)(C)C